C(C(C)(C)C)(=O)OCOP(=O)(OC1=C(C(=CC(=C1)CCCCC)OP(=O)(C)OCOC(C(C)(C)C)=O)C1C(CCC(=C1)C)C(=C)C)C ((methyl ((5'-methyl-4-pentyl-6-((((pivaloyloxy) methoxy)(methyl)phosphoryl)oxy)-2'-(prop-1-en-2-yl)-1',2',3',4'-tetrahydro-[1,1'-biphenyl]-2-yl)oxy)phosphoryl)oxy)methyl pivalate